6,6-dimethylbicyclo[3.1.1]-2-hepten-2-carbaldehyde CC1(C2CC=C(C1C2)C=O)C